2-((6-chloro-3,5-dicyano-4-(methylthio)pyridin-2-yl)thio)-2-phenylacetamide ClC1=C(C(=C(C(=N1)SC(C(=O)N)C1=CC=CC=C1)C#N)SC)C#N